4-[3-(2-Methoxy-4-thiophen-2-yl-phenyl)-3-oxo-E-propenyl]-benzoic acid COC1=C(C=CC(=C1)C=1SC=CC1)C(/C=C/C1=CC=C(C(=O)O)C=C1)=O